2-Chloro-5-((2-chloro-3-((1-methyl-1H-pyrazol-3-yl)ethynyl)phenyl)thio)pyrazine ClC1=NC=C(N=C1)SC1=C(C(=CC=C1)C#CC1=NN(C=C1)C)Cl